methyl 6-acetyl-3-methoxy-1,3-dimethyl-2-oxo-indoline-5-carboxylate C(C)(=O)C1=C(C=C2C(C(N(C2=C1)C)=O)(C)OC)C(=O)OC